(2-(dimethyl (2-(4-oxo-4-((2-(((2S,3S,4S,5S,6R)-3,4,5-trihydroxy-6-(hydroxymethyl) tetrahydro-2H-pyran-2-yl) oxy) ethyl) amino) butanamido) ethyl) ammonio) ethyl) phosphate P(=O)(OCC[N+](CCNC(CCC(NCCO[C@H]1O[C@@H]([C@H]([C@@H]([C@@H]1O)O)O)CO)=O)=O)(C)C)([O-])[O-]